2,3-Difluoro-4-[4-(4-methylpiperazin-1-yl)-1-piperidyl]aniline FC1=C(N)C=CC(=C1F)N1CCC(CC1)N1CCN(CC1)C